BrC1=C(C2=C(NC(=N2)C(NC(=O)C=2C(=NOC2)C)C2CCCCCCC2)C=C1)F N-[(5-bromo-4-fluoro-1H-benzoimidazol-2-yl)(cyclooctyl)methyl]-3-methylisoxazole-4-carboxamide